COC(CC(=O)O)C 3-METHOXYBUTYRIC ACID